3-((t-butoxycarbonyl)amino)-4-fluoro-8-((triisopropylsilyl) ethynyl)naphthalen-1-yl trifluoromethansulfonate FC(S(=O)(=O)OC1=CC(=C(C2=CC=CC(=C12)C#C[Si](C(C)C)(C(C)C)C(C)C)F)NC(=O)OC(C)(C)C)(F)F